ethyl 2-(2-((7-(azetidin-1-ylmethyl)-5-bromobenzofuran-3-yl)methoxy)phenyl)acetate N1(CCC1)CC1=CC(=CC=2C(=COC21)COC2=C(C=CC=C2)CC(=O)OCC)Br